FC=1C=C(C=CC1F)NC(=O)[C@H]1N(CCC1)C1=NC(=CC(=C1)C(F)(F)F)C (S)-N-(3,4-difluorophenyl)-1-(6-methyl-4-(trifluoromethyl)pyridin-2-yl)pyrrolidine-2-carboxamide